ClC=1C(=C(NC=2C3=C(N=CN2)C=NC(=C3)N3CCN(C2(CC2)C3)C(=O)OC(C)(C)C)C=CC1O)F tert-butyl 7-[4-(3-chloro-2-fluoro-4-hydroxy-anilino)pyrido[3,4-d]pyrimidin-6-yl]-4,7-diazaspiro[2.5]octane-4-carboxylate